trans-N-(8-chloro-7-fluoro-6-iodo-3-isoquinolinyl)-2-cyano-cyclopropanecarboxamide ClC=1C(=C(C=C2C=C(N=CC12)NC(=O)[C@H]1[C@@H](C1)C#N)I)F